OC=1C(=CC=2C(C3=CC=CC=C3C(C2C1O)=O)=O)S(=O)(=O)O 3,4-dihydroxy-9,10-dioxo-2-anthracenesulphonic acid